N[C@@H]1C2=CC=CC=C2CC12CCN(CC2)C=2NC(C1=C(N2)NN=C1C1(CC1)C1=C(C(=CC=C1)O)Cl)=O (S)-6-(1-amino-1,3-dihydrospiro[indene-2,4'-piperidine]-1'-yl)-3-(1-(2-chloro-3-hydroxyphenyl)cyclopropyl)-1,5-dihydro-4H-pyrazolo[3,4-d]pyrimidin-4-one